C[C@]12CC[C@H](C[C@@H]1CC[C@@H]3[C@@H]2CC[C@]4([C@H]3CC[C@@H]4O[C@H]5[C@@H]([C@H]([C@@H]([C@H](O5)C(=O)O)O)O)O)C)O The molecule is a steroid glucosiduronic that is 5alpha-androstane-3alpha,17beta-diol carrying a glucosiduronic acid residue at position 17. It is a steroid glucosiduronic acid and a 3alpha-hydroxy steroid. It derives from a 5alpha-androstane-3alpha,17beta-diol. It is a conjugate acid of a 5alpha-androstane-3alpha,17beta-diol 17-glucosiduronate.